Undecyl Acrylate C(C=C)(=O)OCCCCCCCCCCC